ClC=1C=C2C(=C(NC2=CC1)C(=O)O)CC(=O)N1CCN(CC1)C1=C(C=CC(=C1)OC)Cl 5-chloro-3-(2-(4-(2-chloro-5-methoxyphenyl)piperazin-1-yl)-2-oxoethyl)-1H-indole-2-carboxylic acid